1-(2-chlorophenyl)-4-(((trans)-3-hydroxycyclobutyl)amino)-7-(trifluoromethoxy)-quinazolin-2(1H)-one ClC1=C(C=CC=C1)N1C(N=C(C2=CC=C(C=C12)OC(F)(F)F)N[C@@H]1C[C@H](C1)O)=O